FC(OC=1C(=NC=CC1)N)(F)F 3-(trifluoromethoxy)pyridin-2-amine